S1C(=C(C2=C1C=CS2)B(O)O)B(O)O thieno-thiophene-di-boronic acid